C(C1=CC=CC=C1)OC=1C(=NC=NC1OCC1=CC=CC=C1)CC1C(=NOC1[2H])C1=CC=C(C=C1)I 4-((5,6-bis(benzyloxy)pyrimidin-4-yl)methyl)-3-(4-iodophenyl)-4,5-dihydroisoxazole-5-d